(1R,2S,4R)-2'-isopropyl-1,7,7-trimethylspiro[bicyclo[2.2.1]heptane-2,4'-[1,3]dioxane] C(C)(C)C1OCC[C@]2(O1)[C@@]1(CC[C@H](C2)C1(C)C)C